FC=1C(=NN(C1C(=O)O)C)C1=NC=CC=N1 4-fluoro-1-methyl-3-(pyrimidin-2-yl)-1H-pyrazole-5-carboxylic acid